2-chloro-3-(methylsulfinyl)-N-(1,3,4-oxadiazol-2-yl)-4-(trifluoromethoxy)benzamide ClC1=C(C(=O)NC=2OC=NN2)C=CC(=C1S(=O)C)OC(F)(F)F